aluminum-tungsten oxide [W]=O.[Al]